BrC=1C=NN2C1N=C(N=C2C=2OC(=CC2)C)N 8-bromo-4-(5-methylfuran-2-yl)pyrazolo[1,5-a][1,3,5]triazin-2-amine